N-(5-(4-((2R,6S)-2,6-dimethylpiperazin-1-yl)quinazolin-6-yl)-2-methoxypyridin-3-yl)-2-Fluorobenzenesulfonamide trifluoroacetate FC(C(=O)O)(F)F.C[C@H]1N([C@H](CNC1)C)C1=NC=NC2=CC=C(C=C12)C=1C=C(C(=NC1)OC)NS(=O)(=O)C1=C(C=CC=C1)F